FC1=CC=C(C=C1)N1C(N(C=CC1=O)C)=O 3-(4-fluorophenyl)-1-methyl-2,4-dioxo-1,2,3,4-tetrahydropyrimidine